3-((5-(difluoromethyl)pyridin-2-yl)methyl)-2-ethyl-5,7-difluoronaphthalene-1,4-dione FC(C=1C=CC(=NC1)CC1=C(C(C2=CC(=CC(=C2C1=O)F)F)=O)CC)F